4-ethyl-1-(7-fluoro-4-isopropyl-2-(3-(trifluoromethyl)-1H-pyrazol-4-yl)quinolin-6-yl)-1H-1,2,4-triazol-5(4H)-one C(C)N1C=NN(C1=O)C=1C=C2C(=CC(=NC2=CC1F)C=1C(=NNC1)C(F)(F)F)C(C)C